5-((2,4-difluorobenzyl)carbamoyl)-3-methoxy-1-(7-methylazepin-3-yl)-4-carbonyl-1,4-dihydropyridine-2-carboxylic acid FC1=C(CNC(=O)C=2C(C(=C(N(C2)C2=CNC(=CC=C2)C)C(=O)O)OC)=C=O)C=CC(=C1)F